ClC1=C(C=CC=C1C1=NC=CC(=C1Cl)C1=NC(=C(C=C1)CNC[C@H]1NC(CC1)=O)OC)NC(C1=NC=C(C(=C1)OC)CN1CC(C1)OC)=O (S)-N-(2-Chloro-3-(3'-chloro-6-methoxy-5-((((5-oxopyrrolidin-2-yl)methyl)amino)methyl)-[2,4'-bipyridin]-2'-yl)phenyl)-4-methoxy-5-((3-methoxyazetidin-1-yl)methyl)picolinamide